methyl 3-[2-[2-chloro-5-(3,5-dichloro-2-pyridyl)-4-fluoro-phenyl]sulfanylpropanoylamino]propanoate ClC1=C(C=C(C(=C1)F)C1=NC=C(C=C1Cl)Cl)SC(C(=O)NCCC(=O)OC)C